(4,6-dichloro-5-phenyl-1H-benzo[d]imidazol-2-yl)(4-(ethylsulfonyl)phenyl)methanone ClC1=C(C(=CC=2NC(=NC21)C(=O)C2=CC=C(C=C2)S(=O)(=O)CC)Cl)C2=CC=CC=C2